FC1=C(C=C(C=C1)F)[C@@H]1N(CCC1)C1=CC=C(C(=N1)NC(=O)NC1CCC(CC1)O)[N+](=O)[O-] 6-((R)-(2-(2,5-difluorophenyl)pyrrolidin-1-yl))-3-nitro-2-(((1s,4S)-4-Hydroxycyclohexyl)ureido)pyridine